4-(5-(1-((3-chloropyridin-4-yl)methyl)piperidin-4-yl)-3-isopropyl-1H-indol-2-yl)-1H-pyrazolo[3,4-b]pyridine ClC=1C=NC=CC1CN1CCC(CC1)C=1C=C2C(=C(NC2=CC1)C1=C2C(=NC=C1)NN=C2)C(C)C